CC1=NN=C(S1)C(=O)[O-].[Li+] lithium 5-methyl-1,3,4-thiadiazole-2-carboxylate